C(C)OC(=O)C=1C=NN2C1N=C(C=C2)N2[C@H]1CO[C@@H](C2)C1 5-((1R,4R)-2-oxa-5-azabicyclo[2.2.1]heptane-5-yl)pyrazolo[1,5-a]pyrimidine-3-carboxylic acid ethyl ester